C1(=CC=CC=C1)NCC(C)O (phenylamino)propan-2-ol